CN[C@@H](C(=O)OC)CC methyl (R)-2-(methylamino)butanoate